1,6'-dimethyl-6-oxo-1,6-dihydro-[3,4'-bipyridine]-3'-carboxylic acid CN1C=C(C=CC1=O)C1=C(C=NC(=C1)C)C(=O)O